[(1S)-2-(4-fluoro-2-methyl-phenyl)-1,3-dimethyl-butyl](2S)-2-[(3-acetoxy-4-methoxy-pyridine-2-carbonyl)amino]propanoate FC1=CC(=C(C=C1)C([C@H](C)OC([C@H](C)NC(=O)C1=NC=CC(=C1OC(C)=O)OC)=O)C(C)C)C